methyl 6-cyclohexyl-3-(9-((2-(trimethylsilyl)ethoxy)carbonyl)-4,5-dihydrobenzo[b]thieno[2,3-d]oxepin-8-yl)picolinate C1(CCCCC1)C1=CC=C(C(=N1)C(=O)OC)C=1C(=CC2=C(OCCC3=C2SC=C3)C1)C(=O)OCC[Si](C)(C)C